[OH-].[Zn+2].[Ag+].[OH-].[OH-] silver zinc hydroxide